ClC1=CC=C(C=C1)C1=CC(=CN=N1)C(=O)NCC=1C(=NC=CC1)N1CCOCC1 6-(4-chlorophenyl)-N-[(2-morpholino-3-pyridyl)methyl]pyridazine-4-carboxamide